1-Undecyl-3-butylpyrrolium cyanid [C-]#N.C(CCCCCCCCCC)[NH+]1C=C(C=C1)CCCC